C(C)SC1=C(N=CN1C)I 5-(ethylthio)-4-iodo-1-methyl-1H-imidazole